O[C@@](C(C(=O)O)=O)(CC)C (R)-3-hydroxy-3-methyl-2-oxopentanoic acid